7-(4-aminopiperidin-1-yl)-2-(8-fluoro-2-methylimidazo[1,2-a]pyridin-6-yl)-4H-pyrido[1,2-a]pyrimidin-4-one NC1CCN(CC1)C=1C=CC=2N(C(C=C(N2)C=2C=C(C=3N(C2)C=C(N3)C)F)=O)C1